[C@H]12CNC[C@H](CCC1)C2O (1R,5S)-3-azabicyclo[3.3.1]nonan-9-ol